(2S,4R)-4-(3-Chlorobenzyl)-1-(1H-indole-2-carbonyl)-N-((S)-1-oxo-3-((S)-2-oxopyrrolidin-3-yl)propan-2-yl)pyrrolidine-2-carboxamide ClC=1C=C(C[C@@H]2C[C@H](N(C2)C(=O)C=2NC3=CC=CC=C3C2)C(=O)N[C@H](C=O)C[C@H]2C(NCC2)=O)C=CC1